N-(3-(4'-(azetidin-3-ylmethoxy)-4,5,5',6'-tetrahydro-2H-spiro[furan-3,8'-pyrano[3,4-b]pyridin]-2'-yl)-1-methyl-1H-pyrrolo[2,3-c]pyridin-5-yl)acetamide N1CC(C1)COC1=C2C(=NC(=C1)C1=CN(C3=CN=C(C=C31)NC(C)=O)C)C3(OCC2)COCC3